CC1(CCC(CC1)NC1=NN2C(C(=N1)OC1COC1)=C(C=C2)C=2C=C1N=CC=NC1=CC2)O trans-1-Methyl-4-((4-(oxetan-3-yloxy)-5-(quinoxalin-6-yl)pyrrolo[2,1-f][1,2,4]triazin-2-yl)amino)cyclohexan-1-ol